C(C1=CC=CC=C1)OC(=O)N1CCOCC(C1)O 6-hydroxy-1,4-oxaazepane-4-carboxylic acid benzyl ester